(S)-7-isopropoxy-1-((5-oxopyrrolidin-2-yl)methoxy)-4-(piperidin-4-ylethynyl)isoquinoline-6-carboxamide trifluoroacetate FC(C(=O)O)(F)F.C(C)(C)OC1=C(C=C2C(=CN=C(C2=C1)OC[C@H]1NC(CC1)=O)C#CC1CCNCC1)C(=O)N